3-(18-ethyl-13-formyl-2,5,8,12,17-pentamethyl-7h,8h-porphyrin-7-yl)propionic acid methyl ester COC(CCC1C2=C(C3=CC(=C(N3)C=C3C(=C(C(C=C4C(=C(C(=CC(C1C)=N2)N4)C)C=O)=N3)C)CC)C)C)=O